CNC1CC2(CNC2)C1 N-methyl-2-azaspiro[3.3]heptane-6-amine